(S)-2-((7-(2-((4-chloro-2-fluorobenzyl)oxy)-pyrimidin-4-yl)-5-fluoro-2,3-dihydrobenzofuran-4-yl)methyl)-4-isopropoxy-1-(oxetan-2-ylmethyl)-1H-benzo[d]imidazole-6-carboxylic acid ClC1=CC(=C(COC2=NC=CC(=N2)C2=CC(=C(C=3CCOC32)CC3=NC2=C(N3C[C@H]3OCC3)C=C(C=C2OC(C)C)C(=O)O)F)C=C1)F